NNN N-aminohydrazine